C(#N)C1=CC=C(C[C@H](N)C(=O)O)C=C1 L-p-cyano-phenylalanine